C(C)OC1=NN(C(=C1C)NC(=O)N[C@@H]1CN(C[C@H]1C1=CC=CC=C1)C1=CC(=NC=C1)OC)C1=CC=CC=C1 1-(3-ethoxy-4-methyl-1-phenyl-1H-pyrazol-5-yl)-3-((3s,4r)-1-(2-methoxypyridin-4-yl)-4-phenylpyrrolidin-3-yl)urea